(1R,2R,3S,3aR,8bS)-1,6,8b-trihydroxy-N,8-dimethoxy-3a-(4-methoxyphenyl)-3-phenyl-2,3-dihydro-1H-cyclopenta[b]benzofuran-2-carboxamide O[C@@H]1[C@@H]([C@H]([C@@]2(OC3=C([C@@]21O)C(=CC(=C3)O)OC)C3=CC=C(C=C3)OC)C3=CC=CC=C3)C(=O)NOC